N-Methyl-5,6-dihydroxyindolin CN1CCC2=CC(=C(C=C12)O)O